{2-cyclopropyl-4-[4-(2-methoxy-phenyl)-piperidin-1-yl]-quinazolin-6-ylmethyl}-(2-methoxy-ethyl)-methyl-amine C1(CC1)C1=NC2=CC=C(C=C2C(=N1)N1CCC(CC1)C1=C(C=CC=C1)OC)CN(C)CCOC